4-(5-aminopyridine-2-yl)piperidine-1-carboxylic acid tert-butyl ester C(C)(C)(C)OC(=O)N1CCC(CC1)C1=NC=C(C=C1)N